ClC1=C(OCC2=CC=C(C(=O)O)C=C2)C(=CC(=C1)C=O)OCC 4-[(2-CHLORO-6-ETHOXY-4-FORMYLPHENOXY)METHYL]BENZOIC ACID